O[C@@H]1C[C@H](N(C1)C(=O)[C@H](C(C)(C)C)N1N=NC(=C1)CN1CCC(CC1)C(=O)N)C(NC)=O 1-[[1-[(1S)-1-[(2S,4R)-4-hydroxy-2-(methylcarbamoyl)pyrrolidine-1-carbonyl]-2,2-dimethyl-propyl]triazol-4-yl]methyl]piperidine-4-carboxamide